5-Bromo-N4-(2-cyclopropyl-5-methoxyquinolin-6-yl)-N2-(2-methoxy-5-(1-methyl-1H-pyrazole-4-yl)-4-(4-(4-methylpiperazin-1-yl)piperidin-1-yl)phenyl)pyrimidine-2,4-diamine BrC=1C(=NC(=NC1)NC1=C(C=C(C(=C1)C=1C=NN(C1)C)N1CCC(CC1)N1CCN(CC1)C)OC)NC=1C(=C2C=CC(=NC2=CC1)C1CC1)OC